CC(CNC(COCCOCCOCCOCC(=O)[O-])=O)(C)C 17,17-dimethyl-14-oxo-3,6,9,12-tetraoxa-15-azaoctadecan-1-oate